NC1C[C@H](N(CC1)C(=O)OC(C)(C)C)C(=O)OC (2S)-1-tert-butyl 2-methyl 4-aminopiperidine-1,2-dicarboxylate